C1=CC=CC=2C3=CC=CC=C3C(=CC12)C1=CC=C(C=C1)B(O)O 4-(9-phenanthryl)phenylboronic acid